FC=1C=C(C=C(C1)F)C1CC=NN1C(=O)C12CC(C1)(C2)COC=2C=C1C=NN(C1=CC2)C (5-(3,5-difluorophenyl)-4,5-dihydro-1H-pyrazol-1-yl)(3-(((1-methyl-1H-indazol-5-yl)oxy)methyl)bicyclo[1.1.1]pentan-1-yl)methanone